N-tert-butyl-5-[(1S,5R)-3-(2-chloro-4-fluoro-benzoyl)-3,8-diazabicyclo[3.2.1]octan-8-yl]-3-cyclopropyl-N-(trideuteriomethyl)imidazo[1,5-a]pyridine-7-sulfonamide C(C)(C)(C)N(S(=O)(=O)C1=CC=2N(C(=C1)N1[C@@H]3CN(C[C@H]1CC3)C(C3=C(C=C(C=C3)F)Cl)=O)C(=NC2)C2CC2)C([2H])([2H])[2H]